(2R,4R)-N2-(5-((-)-1-(3-cyanophenyl)-3-cyclopropyl-1-((R)-1,1-dimethylethylsulfinamido)propyl)-2-fluorophenyl)-N1-(4-fluorophenyl)-4-hydroxypyrrolidine-1,2-dicarboxamide C(#N)C=1C=C(C=CC1)C(CCC1CC1)(N[S@](=O)C(C)(C)C)C=1C=CC(=C(C1)NC(=O)[C@@H]1N(C[C@@H](C1)O)C(=O)NC1=CC=C(C=C1)F)F